[2-(piperazin-1-yl)ethyl]Piperidine-4-carboxylic acid methyl ester hydrochloride Cl.COC(=O)C1CCN(CC1)CCN1CCNCC1